3,3,3-trifluoropropylamine FC(CCN)(F)F